3-bromo-1-methyl-1H-indazole-6-carboxylic acid methyl ester COC(=O)C1=CC=C2C(=NN(C2=C1)C)Br